N-((2S,3R)-2-(4-fluoro-3-methoxyphenyl)-1-(1-(4-fluorophenyl)-1H-indazol-5-yl)-5-oxopyrrolidin-3-yl)cyclopropanecarboxamide FC1=C(C=C(C=C1)[C@@H]1N(C(C[C@H]1NC(=O)C1CC1)=O)C=1C=C2C=NN(C2=CC1)C1=CC=C(C=C1)F)OC